5-methoxy-N-(quinolin-8-yl)-2-vinylbenzamide COC=1C=CC(=C(C(=O)NC=2C=CC=C3C=CC=NC23)C1)C=C